FC=1C=C(C=CC1O[Si](C(C)C)(C(C)C)C(C)C)CC(C#C)N(C)C (3-fluoro-4-triisopropylsilanyloxy-phenyl)-N,N-dimethyl-but-3-yn-2-amine